CN(C=1SC(=C(N1)C(=O)N)C(C)C)C 2-(dimethylamino)-5-isopropylthiazole-4-carboxamide